6-(5-methoxypyridine-3-carbonyl)-8-phenyl-6-azaspiro[3.4]octane COC=1C=C(C=NC1)C(=O)N1CC2(CCC2)C(C1)C1=CC=CC=C1